3-IsocyanatopropyltriethoxysilaneOxysilane N(=C=O)CCC[SiH2]O[Si](OCC)(OCC)OCC